[Zn].[Fe].[Sr].[Mn].[Co].[Na] sodium-cobalt-manganese-strontium-iron-zinc